C(#N)C1=CC=C(C=C2CN(CC(C2=O)C2=CC=NC=C2)C)C=C1 3-(4-cyanobenzylidene)-5-(4-pyridyl)-N-methyl-4-piperidone